FC(C1=NC(=NO1)C1=CC=C(C=C1)CNS(=O)(=O)C)(F)F N-[[4-[5-(trifluoromethyl)-1,2,4-oxadiazol-3-yl]phenyl]methyl]methanesulfonamide